butyldimethylsilanol C(CCC)[Si](O)(C)C